CO[C@@H]1C[C@@H](N(C1)C(=O)OCC1=CC=CC=C1)C(N(C1=CC=C(C=C1)S(F)(F)(F)(F)F)C(C(=O)N1CC2(COC2)C1)C=1C=NC=CC1)=O benzyl (2R,4R)-4-methoxy-2-[[2-(2-oxa-6-azaspiro[3.3]heptan-6-yl)-2-oxo-1-(3-pyridyl)ethyl]-[4-(pentafluoro-λ6-sulfanyl)phenyl]carbamoyl]pyrrolidine-1-carboxylate